1-(4-Chloro-2-((1-methyl-1H-pyrazol-5-yl)amino)phenyl)cyclopropane-1-carbonitrile ClC1=CC(=C(C=C1)C1(CC1)C#N)NC1=CC=NN1C